OC1(CC1)CNC(C1=C(C=CC=C1)N1CCOCC1)=O N-((1-hydroxycyclopropyl)methyl)-2-morpholinobenzamide